(1r,4r)-4-(4-amino-5-(7-methoxy-1H-indol-2-yl)imidazo[5,1-f][1,2,4]triazin-7-yl)cyclohexane-1-carboxylic acid NC1=NC=NN2C1=C(N=C2C2CCC(CC2)C(=O)O)C=2NC1=C(C=CC=C1C2)OC